BrC1=C(C(=CC(=C1)C)Br)C(C(=O)O)C(=O)O 2-(2,6-dibromo-4-methylphenyl)malonic acid